C1(=CC=CC=C1)[C@H]1[C@@H](C1)NC(=O)N1CCC(CC1)=CC1=CC(=CC=C1)OC1=NC=C(C=C1)F 4-[3-(5-fluoro-pyridin-2-yloxy)-benzylidene]-piperidine-1-carboxylic acid ((1R,2S)-2-phenyl-cyclopropyl)-amide